C(C)OC(=O)[C@@H]1CN(CCC1)C=1C=C(OC(C(=O)N2CCN(CC2)C(=O)OC(C)(C)C)(C)C)C=CC1 tert-butyl (S)-4-(2-(3-(3-(ethoxycarbonyl)piperidin-1-yl)phenoxy)-2-methylpropanoyl)piperazine-1-carboxylate